4-azidomethyl-4'-methyl-2,2'-bipyridine N(=[N+]=[N-])CC1=CC(=NC=C1)C1=NC=CC(=C1)C